[4-amino-2-(4-isopropoxyanilino)thiazol-5-yl]-phenyl-methanone NC=1N=C(SC1C(=O)C1=CC=CC=C1)NC1=CC=C(C=C1)OC(C)C